C(C=C)(=O)N[C@H](C(=O)N1[C@@H]([C@H]2C([C@H]2C1)(C)C)C(=O)NC(CC1CC1)C(C(=O)NC1CC1)=O)C(C)(C)C (1R,2S,5S)-3-((S)-2-Acrylamido-3,3-dimethylbutanoyl)-N-(1-cyclopropyl-4-(cyclopropylamino)-3,4-dioxobutan-2-yl)-6,6-dimethyl-3-azabicyclo[3.1.0]hexane-2-carboxamide